3,4-difluoro-2-methoxyaniline FC=1C(=C(N)C=CC1F)OC